tris-(2,4,6-trichlorophenyl)methane ClC1=C(C(=CC(=C1)Cl)Cl)C(C1=C(C=C(C=C1Cl)Cl)Cl)C1=C(C=C(C=C1Cl)Cl)Cl